(3Z,6Z)-3-benzylidene-6-[(5-tert-butyl-1H-imidazol-4-yl)deuteromethylene]piperazine-2,5-dione C(/C1=CC=CC=C1)=C/1\C(N\C(\C(N1)=O)=C(\[2H])/C=1N=CNC1C(C)(C)C)=O